ClC1=C(N=CN1C)C1=C(C(=CC=C1)F)C=1N=C2N(C=CC(=C2)C(=O)NC23COC(C2)(C3)C)C1F 2-(2-(5-chloro-1-methyl-1H-imidazol-4-yl)-6-fluorophenyl)-3-fluoro-N-(1-methyl-2-oxabicyclo[2.1.1]hexan-4-yl)imidazo[1,2-a]pyridine-7-carboxamide